F[C@@]1([C@@H](O[C@@H]([C@H]1O)CO)N1C=NC2=C(N)NC(=O)N=C12)O 2'-fluoro-isoguanosine